CC(C(C)NCCCCCCCCCCCCN)CC N-(3-methylpentane-2-yl)dodecane-1,12-diamine